(1'R,2'R,4'S)-2,4',6-trihydroxy-5'-methyl-2'-(prop-1-en-2-yl)-1',2',3',4'-tetrahydro-[1,1'-biphenyl]-4-yl trifluoromethanesulfonate FC(S(=O)(=O)OC1=CC(=C(C(=C1)O)[C@H]1[C@@H](C[C@@H](C(=C1)C)O)C(=C)C)O)(F)F